2-propyne-carbamic acid butyl ester C(CCC)OC(NCC#C)=O